C(C)(C)(C)C1=CC=C(C=C1)N1C=NC=C1 1-(4-(tert-butyl)phenyl)-1H-imidazol